(+)-2-(4-fluorophenyl)-N-{4-[3-(4-fluorophenyl)-5,7-dimethyl-4-oxo-4,5-dihydro-1H-pyrrolo[3,2-c]pyridin-2-yl]pyridin-2-yl}propanamide FC1=CC=C(C=C1)C(C(=O)NC1=NC=CC(=C1)C1=C(C=2C(N(C=C(C2N1)C)C)=O)C1=CC=C(C=C1)F)C